docosyl hexanoate C(CCCCC)(=O)OCCCCCCCCCCCCCCCCCCCCCC